2-[[5-[3-(Difluoromethoxy)-4-fluoro-phenyl]-3-pyridyl]methyl]-4,8-dioxa-2-azaspiro[4.5]decan-3-one FC(OC=1C=C(C=CC1F)C=1C=C(C=NC1)CN1CC2(OC1=O)CCOCC2)F